C(C)C(C(=O)OCC)(CC)NC(=O)C1=NC(=C(C=C1)N1CC(C1)OC)OC[C@@H]1[C@@H](C1)COCCF ethyl 2-ethyl-2-{[6-({(1S,2R)-2-[(2-fluoroethoxy)methyl]cyclopropyl}methoxy)-5-(3-methoxyazetidin-1-yl)pyridine-2-carbonyl]amino}butanoate